4,4,5,5-tetramethyl-2-(4,4,5,5-tetra-methyl-1,3,2-dioxaborolan-2-yl)-1,3,2-dioxaborolane CC1(OB(OC1(C)C)B1OC(C(O1)(C)C)(C)C)C